(4-((R)-amino(4,5-dichloro-2-hydroxyphenyl)methyl)piperidin-1-yl)((S)-morpholin-2-yl)methanone N[C@H](C1CCN(CC1)C(=O)[C@@H]1CNCCO1)C1=C(C=C(C(=C1)Cl)Cl)O